(3'-butoxy-3-chloro-5-fluorobiphenyl-4-ylcarbamoyl)benzoic acid C(CCC)OC=1C=C(C=CC1)C1=CC(=C(C(=C1)F)NC(=O)C1=C(C(=O)O)C=CC=C1)Cl